3-BORONO-N-(2-CHLORO-4-METHYLPHENYL)BENZAMIDE B(C1=CC(=CC=C1)C(=O)NC2=C(C=C(C=C2)C)Cl)(O)O